O=C1NC(CCC1N1C(N(C2=C1C=CC(=C2)C2CCN(CC2)CC(=O)OC(C)(C)C)CC)=O)=O tert-butyl 2-(4-(1-(2,6-dioxopiperidin-3-yl)-3-ethyl-2-oxo-2,3-dihydro-1H-benzo[d]imidazol-5-yl)piperidin-1-yl)acetate